C(C1=CC=CC=C1)S(=O)(=O)NC(C1=CC=C(C=C1)N1CCN(CC1)CC1=C(C=CC=C1)Br)=O N-benzylsulfonyl-4-[4-[(2-bromophenyl)methyl]piperazine-1-yl]benzamide